(1r,3r)-N-[4-(4-chlorophenyl)-1,3-thiazol-2-yl]-3-(cyanoamino)cyclobutane-1-carboxamide ClC1=CC=C(C=C1)C=1N=C(SC1)NC(=O)C1CC(C1)NC#N